C(C)(C)(C)C1=NC(=NC=C1)C1CCC2(CN(C2)C(=O)C2CC(C2)(C)O)CC1 (7-(4-(tert-Butyl)pyrimidin-2-yl)-2-azaspiro[3.5]nonan-2-yl)((1s,3s)-3-hydroxy-3-methylcyclobutyl)methanon